ClC=1C=C2C(=C3C1NC(NC31CCCCC1)=O)OC(=N2)CNCC=2C=NC=C(C2)OC 5-chloro-2-({[(5-methoxypyridin-3-yl)methyl]amino}methyl)-7,8-dihydro-6H-spiro[[1,3]oxazolo[5,4-f]quinazoline-9,1'-cyclohexan]-7-one